COC1=CC=C(COC2=C3C=CC(NC3=CN=C2)=O)C=C1 5-((4-methoxybenzyl)oxy)-1,7-naphthyridin-2(1H)-one